N1=CC=NC=C1C=O Pyrazine-6-aldehyde